C1(=CCCCC1)CCN1C(=NC2=C1C=CC(=C2)C(=O)OC)SCC2=NC=C(C(=C2C)OC)C Methyl 1-(2-(cyclohex-1-en-1-yl)ethyl)-2-(((4-methoxy-3,5-dimethylpyridin-2-yl)methyl)thio)-1H-benzo[d]imidazole-5-carboxylate